piperazine-2-carboxylic acid sodium salt [Na+].N1C(CNCC1)C(=O)[O-]